C(C=C)(=O)N1C[C@@H](CC1)N1C(N(C=2C=NC=C(C21)C#N)C2=CC=C(C=C2)OC2=CC=CC=C2)=O (R)-1-(1-acryloylpyrrolidin-3-yl)-2-oxo-3-(4-phenoxyphenyl)-2,3-dihydro-1H-imidazo[4,5-c]pyridine-7-carbonitrile